methyl 7-(benzylamino)-2-butyl-8-(naphthalen-1-ylmethyl)-6-oxo-9-(3-(trifluoromethyl)phenyl)-3,4-dihydro-2H,6H-pyrido[1,2-e][1,2,5]thiadiazine-4-carboxylate 1,1-dioxide C(C1=CC=CC=C1)NC1=C(C(=C2N(C(CN(S2(=O)=O)CCCC)C(=O)OC)C1=O)C1=CC(=CC=C1)C(F)(F)F)CC1=CC=CC2=CC=CC=C12